(R)-5-(4-((1-(3-(1,1-difluoro-2-methoxyethyl)phenyl)ethyl)amino)-2,7-dimethyl-7H-pyrazolo[3,4-h]quinazolin-6-yl)-1-methylpyridin-2(1H)-one FC(COC)(F)C=1C=C(C=CC1)[C@@H](C)NC1=NC(=NC2=C3C(=C(C=C12)C=1C=CC(N(C1)C)=O)N(N=C3)C)C